C(C)OC(C1=NN=C2N1C=C(N=C2)C=2C=NC(=CC2)O[C@H](C(F)(F)F)C(C)C)(F)F (S)-3-(ethoxydifluoromethyl)-6-(6-((1,1,1-trifluoro-3-methylbutan-2-yl)oxy)pyridin-3-yl)-[1,2,4]triazolo[4,3-a]pyrazine